ClC=1C=C(C=CC1F)NC1=NC=NC2=CC(=C(C=C12)NCC=1C=C(C=CC1)NC1C(NC(CC1)=O)=O)O[C@@H]1COCC1 3-((3-(((4-((3-chloro-4-fluorophenyl)amino)-7-(((S)-tetrahydrofuran-3-yl)oxy)quinazolin-6-yl)amino)methyl)phenyl)amino)piperidine-2,6-dione